syn-(3S)-1-(3-((tert-butyldimethylsilyl)oxy)-1-(5-(trifluoromethyl)pyrimidin-2-yl)piperidin-4-yl)-2-oxopyrrolidin-3-yl 4-methylbenzenesulfonate CC1=CC=C(C=C1)S(=O)(=O)O[C@@H]1C(N(CC1)C1C(CN(CC1)C1=NC=C(C=N1)C(F)(F)F)O[Si](C)(C)C(C)(C)C)=O